COC([C@@H]1[C@H]([C@@H]([C@H]([C@H](OC(C)=O)O1)N=[N+]=[N-])OC(C)=O)OC(C)=O)=O 1,3,4-Tri-O-acetyl-2-azido-2-deoxy-β-D-glucopyranuronic acid methyl ester